COC1=CC=C(CN2CC=3N(C(C2)C)N=C(C3)CO)C=C1 (5-(4-methoxybenzyl)-7-methyl-4,5,6,7-tetrahydropyrazolo[1,5-a]pyrazin-2-yl)methanol